1-[3-[4-(3-chloro-2-fluoro-anilino)pyrido[3,2-d]pyrimidin-6-yl]azetidin-1-yl]prop-2-en-1-one ClC=1C(=C(NC=2C3=C(N=CN2)C=CC(=N3)C3CN(C3)C(C=C)=O)C=CC1)F